C=1C=CN2C1C1=CC=CC=C1C=C2 pyrrolo[2,1-a]isoquinoline